2-Isobutyramido-4-methyl-N-((R)-2-methyl-3-oxo-3-(((S)-11-oxo-2,3,10,11-tetrahydro-1H,5H-benzo[d]pyrazolo[1,2-a][1,2]diazepin-10-yl)amino)propyl)thiazol-5-carboxamid C(C(C)C)(=O)NC=1SC(=C(N1)C)C(=O)NC[C@H](C(N[C@H]1C2=C(CN3N(C1=O)CCC3)C=CC=C2)=O)C